FC(S(=O)OCCC(CCC=C(C)C)C)(F)F 3,7-Dimethyloct-6-en-1-yl trifluoromethanesulfinate